di[4-(trifluoromethyl)phenyl]-thiadiazole FC(C1=CC=C(C=C1)C1=C(N=NS1)C1=CC=C(C=C1)C(F)(F)F)(F)F